(R)-2-chloro-N-(5-chloro-6-(5,5-dimethyl-4,5-dihydro-oxazol-2-yl)pyridin-3-yl)-8-methyl-8-(trifluoromethyl)-7,8-dihydro-6H-pyrazolo[1,5-a]pyrrolo[2,3-e]pyrimidine-6-carboxamide ClC1=NN2C(N=CC3=C2[C@@](CN3C(=O)NC=3C=NC(=C(C3)Cl)C=3OC(CN3)(C)C)(C(F)(F)F)C)=C1